C(C1=CC=CC=C1)OC1=C(C=C(C=C1)F)C1CCN(CC1)[C@@H]1COC2(CN(C2)C(=O)OC(C)(C)C)C1 tert-butyl (S)-7-(4-(2-(benzyloxy)-5-fluorophenyl) piperidin-1-yl)-5-oxa-2-azaspiro[3.4]octane-2-carboxylate